1,3-dimethyl-5-(5-phenyl-1-propanoylpyrazolidin-3-ylidene)barbituric acid CN1C(=O)N(C(=O)C(C1=O)=C1NN(C(C1)C1=CC=CC=C1)C(CC)=O)C